NC1=NC(=CC(=C1)NCCCC)CCCC(=O)N1CCN(CC1)C 2-Amino-4-(butylamino)-6-(4-(4-methylpiperazin-1-yl)-4-oxobutyl)pyridin